(5-(3-fluorobenzyl)-1,3,4-thiadiazol-2-yl)ammonia FC=1C=C(CC2=NN=C(S2)N)C=CC1